NC1=CC=C(C=N1)C1=C(C=C(C=C1)NC([C@H](O)C1=CC(=CC(=C1)F)F)=O)C (R)-N-(4-(6-aminopyridin-3-yl)-3-methylphenyl)-2-(3,5-difluorophenyl)-2-hydroxyacetamide